NC1=NC=C(C2=C1C(=C(N2C)C2=C(C=C(C=C2)NC(C(=C)F)=O)F)C=2C=C(C(=NC2)C(=O)NCC2(CC2)F)Cl)Br 5-(4-amino-7-bromo-2-{2-fluoro-4-[(2-fluoroacrylamido)]phenyl}-1-methylpyrrolo[3,2-c]pyridin-3-yl)-3-chloro-N-[(fluorocyclopropyl)methyl]pyridine-2-carboxamide